FC(C=1C=C2C=NC(N3C2=C(C1)SCCC3)=O)(F)F 10-(trifluoromethyl)-3,4-dihydro-2H,6H-[1,4]thiazepino[2,3,4-ii]quinazolin-6-one